ClC=1C=C(C=2N(N1)C(=CN2)C(C)C)NCC2=C(C=CC=C2)OCC 6-chloro-N-(2-ethoxybenzyl)-3-isopropylimidazo[1,2-b]pyridazin-8-amine